4,6-dichloro-N-(2-(trifluoromethyl)pyridin-4-yl)-1,3,5-triazin-2-amine ClC1=NC(=NC(=N1)Cl)NC1=CC(=NC=C1)C(F)(F)F